1-(3,5-dimethylphenyl)isoquinoline CC=1C=C(C=C(C1)C)C1=NC=CC2=CC=CC=C12